NC1CC(N2C1COC1=C2C=CC(=C1)S(=O)(=O)N1CCN(CC1)C1=NC(=CC(=C1)C(F)(F)C1OCCOC1)Cl)=O 3-Amino-7-[4-[6-chloro-4-[1,4-dioxan-2-yl(difluoro)methyl]-2-pyridyl]piperazin-1-yl]sulfonyl-2,3,3a,4-tetrahydropyrrolo[2,1-c][1,4]benzoxazin-1-one